CC1=C2N(C(C(=C1)NC1=CC(=NC=N1)NC(=O)C1CC1)=O)C1(NC2=O)CC2(CCC1)CC2 N-(6-((8''-methyl-1'',5''-dioxo-1'',5''-dihydro-2''H-dispiro[cyclopropan-1,1'-cyclohexane-3',3''-imidazo[1,5-a]pyridin]-6''-yl)amino)pyrimidin-4-yl)cyclopropanecarboxamide